bromo-4-((1r,5r,6r)-6-((tert-butyldimethylsilyl)oxy)-3-azabicyclo[3.2.1]oct-3-yl)-2,6-dichloro-8-fluoroquinazoline BrC1=C2C(=NC(=NC2=C(C=C1Cl)F)Cl)N1C[C@H]2C[C@H]([C@@H](C1)C2)O[Si](C)(C)C(C)(C)C